The molecule is a branched twelve-membered oligosaccharide phosphate consisting of three galactose residues, two glucose residues, two 3-deoxy-D-manno-oct-2-ulosonic acid residues, three L-glycero-alpha-D-manno-heptose residues and two glucosamine residues, one of which is at the reducing end. The unit constitutes one of the two core oligosaccharide structures of enterobacterial lipopolysaccharide obtained from E. coli strain F470. C1[C@H]([C@H]([C@H](O[C@]1(C(=O)O)O[C@@H]2C[C@@](O[C@@H]([C@@H]2O[C@@H]3[C@H]([C@H]([C@@H]([C@H](O3)[C@H](CO)O)OP(=O)(O)O)O[C@@H]4[C@H]([C@H]([C@@H]([C@H](O4)[C@H](CO[C@@H]5[C@H]([C@H]([C@@H]([C@H](O5)[C@H](CO)O)O)O)O)O)OP(=O)(O)O)O[C@@H]6[C@@H]([C@H]([C@@H]([C@H](O6)CO)O)O[C@@H]7[C@@H]([C@H]([C@@H]([C@H](O7)CO)O)O[C@H]8[C@@H]([C@H]([C@H]([C@H](O8)CO)O)O)O)O[C@@H]9[C@@H]([C@H]([C@H]([C@H](O9)CO)O)O)O[C@@H]1[C@@H]([C@H]([C@H]([C@H](O1)CO)O)O)O)O)O)O)[C@@H](CO)O)(C(=O)O)OC[C@@H]1[C@H]([C@@H]([C@H]([C@@H](O1)OC[C@@H]1[C@H]([C@@H]([C@H]([C@H](O1)OP(=O)(O)O)N)O)O)N)O)OP(=O)(O)O)[C@@H](CO)O)O)O